CC1=CC=C(NCCN2C=COC3=C2C=CC=C3)C=C1 N-(2-(4-methylanilino)ethyl)-1,4-benzoxazine